COC1=NC(=CC=C1C=O)C(F)(F)F 2-methoxy-6-(trifluoromethyl)pyridine-3-carbaldehyde